ClC1=C(C=C(C=2C(N3[C@@H](COC21)CN(CC3)C(C=C)=O)=O)O)C3=C(C=CC=C3O)F (12aR)-10-chloro-9-(2-fluoro-6-hydroxyphenyl)-7-hydroxy-2-(prop-2-enoyl)-1,2,3,4,12,12a-hexahydro-6H-pyrazino[2,1-c][1,4]benzoxazepin-6-one